2-amino-7,9-dihydro-1H-purine-6,8-dione NC=1NC(C=2NC(NC2N1)=O)=O